N-((benzo[d]isoxazol-3-ylmethyl)sulfonyl)-5-(3,4-dichlorophenoxy)-1H-indole-2-carboxamide O1N=C(C2=C1C=CC=C2)CS(=O)(=O)NC(=O)C=2NC1=CC=C(C=C1C2)OC2=CC(=C(C=C2)Cl)Cl